N-[(1-{[6-(4-cyclopropylphenoxy)-3-pyridinyl]methyl}-4-hydroxy-2-oxo-1,2,5,6-tetrahydro-3-pyridinyl)carbonyl]glycine C1(CC1)C1=CC=C(OC2=CC=C(C=N2)CN2C(C(=C(CC2)O)C(=O)NCC(=O)O)=O)C=C1